OCC1=C(N(C2=CC=CC=C12)C1CCN(CC1)[C@@H]1CC[C@@H](CC1)C(C)C)CNC(C)=O N-((3-(hydroxymethyl)-1-(1-(cis-4-isopropylcyclohexyl)piperidin-4-yl)-1H-indol-2-yl)methyl)acetamide